FC1=C(C(=CC=C1)C(F)(F)F)CS(=O)(=O)C1CN(C1)C(=O)OC(C)(C)C tert-Butyl 3-((2-fluoro-6-(trifluoromethyl)phenyl)methylsulfonyl)azetidine-1-carboxylate